5-chloro-2-fluoro-N-[4-(4,4,5,5-tetramethyl-1,3,2-dioxaborolan-2-yl)phenyl]benzenesulfonamide ClC=1C=CC(=C(C1)S(=O)(=O)NC1=CC=C(C=C1)B1OC(C(O1)(C)C)(C)C)F